Cl.Cl.N1C(=NCC1)NN.N1C(=NCC1)NN bis[(4,5-dihydro-1H-imidazole-2-yl)hydrazine] dihydrochloride